ClC1=CC=C(CSC=2OC3=C(N2)C(=C(C=C3)F)F)C=C1 2-((4-chlorobenzyl)thio)-4,5-difluorobenzo[d]oxazole